[2-(3,4-epoxycyclohexyl)ethyl]trimethoxy-silane C1(CC2C(CC1)O2)CC[Si](OC)(OC)OC